O1C[C@H](CC1)OC(=O)N1C2CN(CC1C2)C2=NC=C(C=C2)C=2C=1N(C=C(C2)OCC(C)(C)O)N=CC1C#N 3-(5-(3-Cyano-6-(2-hydroxy-2-methylpropyloxy)pyrazolo[1,5-a]pyridin-4-yl)pyridin-2-yl)-3,6-diazabicyclo[3.1.1]heptane-6-carboxylic acid (S)-tetrahydrofuran-3-yl ester